C(#N)C1=CC=C(CN2N=C(N=N2)C2=CC=C(C=C2)S(=O)(=O)NC)C=C1 4-(2-(4-cyanobenzyl)-2H-tetrazol-5-yl)-N-methylbenzenesulfonamide